NCC(CN1N=CN(C1=O)C1=NC=C(C=C1F)C=1C=NN(C1)CC)=C(F)F 2-[2-(aminomethyl)-3,3-difluoro-allyl]-4-[5-(1-ethylpyrazol-4-yl)-3-fluoro-2-pyridinyl]-1,2,4-triazol-3-one